2-(((S)-1-(1H-1,2,4-triazol-1-yl)propan-2-yl)oxy)-4-(2-((3-((2,5,8,11-tetraoxatridecan-13-yl)oxy)-1-((1r,4r)-4-morpholinocyclohexyl)-1H-pyrazol-4-yl)amino)pyrimidin-5-yl)benzonitrile N1(N=CN=C1)C[C@H](C)OC1=C(C#N)C=CC(=C1)C=1C=NC(=NC1)NC=1C(=NN(C1)C1CCC(CC1)N1CCOCC1)OCCOCCOCCOCCOC